tert-butyl {2-[4-(1,2-benzoisoxazol-3-yl)piperidin-1-yl]ethyl}carbamate O1N=C(C2=C1C=CC=C2)C2CCN(CC2)CCNC(OC(C)(C)C)=O